(1S)-5-methoxyspiro[indane-2,4'-piperidine]-1-amine hydrochloride Cl.COC=1C=C2CC3(CCNCC3)[C@@H](C2=CC1)N